1-((2-aminothiazol-5-yl)methyl)-N-(pyrazin-2-yl)piperidine-4-carboxamide NC=1SC(=CN1)CN1CCC(CC1)C(=O)NC1=NC=CN=C1